tert-Butyl [3-chloro-2-(2-methoxypyridin-4-yl)-2H-indazol-6-yl]carbamate ClC=1N(N=C2C=C(C=CC12)NC(OC(C)(C)C)=O)C1=CC(=NC=C1)OC